(4R,5R)-5-((5-chloro-4-(4-fluoro-1-isopropyl-2-methyl-1H-benzo[d]imidazol-6-yl)pyrimidin-2-yl)amino)-4,5,6,7-tetrahydropyrazolo[1,5-a]pyridin-4-ol ClC=1C(=NC(=NC1)N[C@H]1[C@H](C=2N(CC1)N=CC2)O)C=2C=C(C1=C(N(C(=N1)C)C(C)C)C2)F